C(C)(C)(C)OC(=O)N1C(C=2N=CN=CC2CC1)=O 8-oxo-5,8-dihydropyrido[3,4-d]pyrimidine-7(6H)-carboxylic acid tert-butyl ester